9-(1-aminoethyl)-2-(benzyloxy)-7-methyl-4H-pyrido[1,2-a]pyrimidin-4-one NC(C)C1=CC(=CN2C1=NC(=CC2=O)OCC2=CC=CC=C2)C